CC1=NC=C(C=N1)NC(O[C@H](C)[C@H](C)OC1=CC2=C(N=C(S2)C=2C=C(C=C3C=C(C=NC23)CC)Cl)C=C1F)=O (2R,3S)-3-((2-(6-chloro-3-ethylquinolin-8-yl)-5-fluorobenzo[d]thiazol-6-yl)oxy)butan-2-yl (2-methylpyrimidin-5-yl)carbamate